N-(prop-2-yn-1-yl)-2-(pyridin-3-yl)acetamide C(C#C)NC(CC=1C=NC=CC1)=O